2-(3-chlorophenyl)-4-[[phenylsulfonyl]oxy]-5-amino-3(2H)-furanone ClC=1C=C(C=CC1)C1OC(=C(C1=O)OS(=O)(=O)C1=CC=CC=C1)N